FC(C(=O)O)(F)F.CC1=CC=C(C=N1)[C@H]1NOCC1 (3S)-3-(6-methyl-3-pyridinyl)isoxazolidine trifluoroacetate